6-((4-(1-(difluoromethyl)-1H-benzo[d]imidazol-2-yl)piperidin-1-yl)methyl)-3-(3-fluorophenyl)-1-methyl-1H-pyrazolo[4,3-b]pyridine FC(N1C(=NC2=C1C=CC=C2)C2CCN(CC2)CC=2C=C1C(=NC2)C(=NN1C)C1=CC(=CC=C1)F)F